C(CCCCCCCC)C1=CC=C(OC=2C3=CC=CC=C3C(=C3C=CC=CC23)OC2=CC=C(C=C2)CCCCCCCCC)C=C1 9,10-di(4-nonylphenoxy)anthracene